FC(COCC(C(F)(F)F)(F)F)(C(F)(F)F)F (2,2,3,3,3-pentafluoro-n-propyl) ether